C(C#CCC#CCCCCCCCC)O tetradecane-2,5-diyne-1-ol